C12(CC(C1)C2)N2C(=NC1=C2C=CC=C1)C=1N(C(C(=C(N1)C(=O)O)OCC)=O)C 2-(1-{bicyclo[1.1.1]pentan-1-yl}-1H-1,3-benzodiazol-2-yl)-5-ethoxy-1-methyl-6-oxo-1,6-dihydropyrimidine-4-carboxylic acid